(3R,5R)-5-(1-(tert-butyl)-5-(1-(2-(trifluoromethoxy)ethyl)-1H-pyrazole-4-carboxamido)-1H-pyrazol-3-yl)tetrahydrofuran-3-yl (1-methylcyclopropyl)carbamate CC1(CC1)NC(O[C@H]1CO[C@H](C1)C1=NN(C(=C1)NC(=O)C=1C=NN(C1)CCOC(F)(F)F)C(C)(C)C)=O